6-(Cyclopropanecarboxamido)-N-(methyl-d3)-4-(pyrazolo[1,5-a]pyridin-3-ylamino)nicotinamide C1(CC1)C(=O)NC1=NC=C(C(=O)NC([2H])([2H])[2H])C(=C1)NC=1C=NN2C1C=CC=C2